1,3-bis(2,4-difluorophenyl)-4-(furan-3-yl)-5-methyl-4,5-dihydro-1H-pyrazole-5-carboxylate FC1=C(C=CC(=C1)F)N1N=C(C(C1(C(=O)[O-])C)C1=COC=C1)C1=C(C=C(C=C1)F)F